3,6,9,15-Tetraazabicyclo[9.3.1]-pentadeca-1(15),11,13-triene C1=2CNCCNCCNCC(=CC=C1)N2